(2-chloro-6-iodophenyl)(methyl)sulfane ClC1=C(C(=CC=C1)I)SC